BrC1=C(C=C(C=C1)O)C=CC(=O)O 3-(2-bromo-5-hydroxyphenyl)prop-2-enoic acid